2-(2-(6,6-difluoro-3-azabicyclo[3.1.0]hexan-3-yl)-6-methylpyrimidin-4-yl)-5-(4-iodo-2-(6-azaspiro[2.5]octan-6-yl)phenyl)-1,3,4-oxadiazole FC1(C2CN(CC12)C1=NC(=CC(=N1)C=1OC(=NN1)C1=C(C=C(C=C1)I)N1CCC2(CC2)CC1)C)F